NC1=C(C=NN1C1=CC(=CC=C1)OC)C(=O)N 5-amino-1-(3-methoxyphenyl)-1H-pyrazole-4-carboxamide